C(#N)N1[C@@H](CCC1)C(=O)N(C=1SC=C(N1)C1=CC(=CC=C1)C(F)(F)F)C (S)-1-cyano-N-methyl-N-(4-(3-(trifluoromethyl)phenyl)thiazol-2-yl)pyrrolidine-2-carboxamide